NC=1CCC([C@@](N1)(CF)C=1C=C(C=C(C1F)F)NC(=O)C=1N=C(OC1)C)(F)F (S)-N-(3-(6-amino-3,3-difluoro-2-(fluoromethyl)-2,3,4,5-tetrahydropyridin-2-yl)-4,5-difluorophenyl)-2-methyloxazole-4-carboxamide